N-(5-(((2S,4R)-4-((6-(dimethylamino)pyrimidin-4-yl)oxy)-2-methylpyrrolidin-1-yl)methyl)thiazol-2-yl)acetamide CN(C1=CC(=NC=N1)O[C@@H]1C[C@@H](N(C1)CC1=CN=C(S1)NC(C)=O)C)C